ClC=1C=C2C=CN=C(C2=CC1)[C@@H]1[C@@H](C1)C(=O)OCC |r| ethyl (rac)-(cis)-2-(6-chloroisoquinolin-1-yl)cyclopropane-1-carboxylate